C(C)(C)(C)C1=CC=C(C=C1)N(C(=O)[C@@H]1N(CC(C1)(F)F)C#N)C(C(=O)NC1CCCCC1)C=1C=NC=CC1 (2R)-N-(4-(tert-butyl)phenyl)-1-cyano-N-(2-(cyclohexylamino)-2-oxo-1-(pyridin-3-yl)ethyl)-4,4-difluoropyrrolidine-2-carboxamide